4,4'-butylidene-bis(3-methyl-6-tert-butylphenyl-ditridecyl (tridecyl) phosphite) C(CCC)(C(CCCP([O-])([O-])([O-])C1=CC(=CC=C1C(C)(C)C)C)CCCCCCCCC(CCCCCCCCCCCCC)CCCCCCCCCCCCC)C(CCCP([O-])([O-])([O-])C1=CC(=CC=C1C(C)(C)C)C)CCCCCCCCC(CCCCCCCCCCCCC)CCCCCCCCCCCCC